O.OC1=C(C(C(=C(C1=O)O)O)=O)O tetrahydroxy-1,4-benzoquinone hydrate